N1CCC(CCC1)C1=NN(C(=C1)NCC=1SC(=CC1)Cl)C(C(C)(C)C)=O 1-[3-(azepan-4-yl)-5-{[(5-chlorothiophen-2-yl)methyl]amino}-1H-pyrazol-1-yl]-2,2-dimethylpropan-1-one